IC1=CC=C(N(C)CC2CCN(CC2)C(=O)OC(C)(C)C)C=C1 Tert-butyl 4-[(4-iodo-N-methyl-anilino)methyl]piperidine-1-carboxylate